amyl 5-aminolevulinate NCC(CCC(=O)OCCCCC)=O